2-{[(αr)-6-[4-({bicyclo[2.2.1]heptan-2-yl}methyl)-2,5-dioxoimidazolidin-1-yl]spiro[3.3]heptan-2-yl]oxy}pyridine-3-carboxamide C12C(CC(CC1)C2)CC2NC(N(C2=O)C2CC1(CC(C1)OC1=NC=CC=C1C(=O)N)C2)=O